ethyl (E)-3-(2-amino-3-bromo-6-chloro-5-methoxy-phenyl)prop-2-enoate NC1=C(C(=C(C=C1Br)OC)Cl)/C=C/C(=O)OCC